4-(6-((R)-2-(2-isopropylphenyl)-4-((7-(methoxy-d3)-3,3-dimethyl-2,3-dihydrobenzofuran-5-yl)methyl)piperazin-1-yl)-2-azaspiro[3.3]heptan-2-yl)benzamide C(C)(C)C1=C(C=CC=C1)[C@H]1N(CCN(C1)CC=1C=C(C2=C(C(CO2)(C)C)C1)OC([2H])([2H])[2H])C1CC2(CN(C2)C2=CC=C(C(=O)N)C=C2)C1